N1=C(C=CC=C1)CNC(CNCC=1C=NC=CC1)=O N-(pyridin-2-ylmethyl)-2-((pyridin-3-ylmethyl)amino)acetamide